(S)-4-Nitrophenyl ((5-oxopyrrolidin-2-yl)methyl) carbonate C(OC1=CC=C(C=C1)[N+](=O)[O-])(OC[C@H]1NC(CC1)=O)=O